((2-(((5S,8S,10aR)-3-acetyl-8-((4-fluorophenyl)(methyl)carbamoyl)-6-oxodecahydropyrrolo[1,2-a][1,5]diazocin-5-yl)carbamoyl)-1H-indol-5-yl)difluoromethyl)phosphonic acid C(C)(=O)N1CC[C@@H]2N(C([C@H](C1)NC(=O)C=1NC3=CC=C(C=C3C1)C(F)(F)P(O)(O)=O)=O)[C@@H](CC2)C(N(C)C2=CC=C(C=C2)F)=O